3-[4-[2-[4-[(3R,5R)-5-[(5-bromo-1-methyl-6-oxo-pyridazin-4-yl)amino]-1-methyl-3-piperidyl]benzoyl]-2,6-diazaspiro[3.3]heptan-6-yl]phenyl]piperidine-2,6-dione BrC1=C(C=NN(C1=O)C)N[C@@H]1C[C@@H](CN(C1)C)C1=CC=C(C(=O)N2CC3(C2)CN(C3)C3=CC=C(C=C3)C3C(NC(CC3)=O)=O)C=C1